C(C)(C)(C)[Si](OCCOC12CC3(CC(CC(C1)(C3)CN3N=CC(=C3C)B3OC(C(O3)(C)C)(C)C)(C2)C)C)(C2=CC=CC=C2)C2=CC=CC=C2 tert-butyl-diphenyl-[2-[[3,5-dimethyl-7-[[5-methyl-4-(4,4,5,5-tetramethyl-1,3,2-dioxaborolan-2-yl)pyrazol-1-yl]methyl]-1-adamantyl]oxy]ethoxy]silane